CNC(=O)C=1N=NN(C1)CCCCN1N=NC(=C1)C(=O)NCC1=NC=CC(=C1)C(F)(F)F 1-{4-[4-(methylcarbamoyl)-1H-1,2,3-triazol-1-yl]butyl}-N-{[4-(trifluoromethyl)pyridin-2-yl]methyl}-1H-1,2,3-triazole-4-carboxamide